N[C@]1(CN(CC1)C1=C(C(=C(C=C1)Br)C(F)(F)F)CN1C2=NC=NC(=C2N=C1)N)C(=O)NC1CC1 (R)-3-amino-1-(2-((6-amino-9H-purin-9-yl)methyl)-4-bromo-3-(trifluoromethyl)phenyl)-N-cyclopropylpyrrolidine-3-carboxamide